FMOC-homopropargylglycine C(=O)(OCC1C2=CC=CC=C2C2=CC=CC=C12)NC(CCC#C)C(=O)O